FC(C=1NC(=NN1)C=1C(=CC(=C(C1)NC(=O)C=1C=NN2C1C=CC(=C2)F)C)F)F N-[5-[5-(Difluoromethyl)-4H-1,2,4-triazol-3-yl]-4-fluoro-2-methylphenyl]-6-fluoropyrazolo[1,5-a]pyridine-3-carboxamide